C(C)(C)(C)NC(C(=O)N1CC2(COC2)C[C@H]1C(=O)N[C@@H](C[C@H]1C(NCC1)=O)C(COC(F)(F)F)=O)=O (S)-6-(2-(tert-butylamino)-2-oxoacetyl)-N-((S)-3-oxo-1-((S)-2-oxopyrrolidin-3-yl)-4-(trifluoromethoxy)butan-2-yl)-2-oxa-6-azaspiro[3.4]octane-7-carboxamide